3-methylpentadienyl-coenzyme A CC(C=CSCCNC(CCNC([C@@H](C(COP(OP(OC[C@@H]1[C@H]([C@H]([C@@H](O1)N1C=NC=2C(N)=NC=NC12)O)OP(=O)(O)O)(=O)O)(=O)O)(C)C)O)=O)=O)=CC